C1(CCC1)OC1=C(C=CC(=C1F)F)[C@H]1[C@@H](O[C@]([C@H]1C)(C(F)(F)F)C)C(=O)O (2R,3S,4S,5R)-3-(2-cyclobutoxy-3,4-difluorophenyl)-4,5-dimethyl-5-(trifluoromethyl)tetrahydrofuran-2-Carboxylic acid